C(C)(C)(C)OC(=O)N1[C@@H](C[C@H](CC1)OC1=NC(=NC(=C1)O[C@@H](C)[C@H]1N(CCC1)C)C#N)CC#N (2R,4S)-4-({2-cyano-6-[(1S)-1-[(2S)-1-methylpyrrolidin-2-yl]ethoxy]-pyrimidin-4-yl}oxy)-2-(cyanomethyl)piperidine-1-carboxylic acid tert-butyl ester